BrC1=CC(=C(C=C1)Cl)CC1=CC=C(C=C1)OC1COCC1 4-bromo-1-chloro-2-(4-tetrahydrofuran-3-yloxy-benzyl)benzene